7-amino-3,4-dihydro-isoquinoline-2(1H)-carboxylic acid tert-butyl ester C(C)(C)(C)OC(=O)N1CC2=CC(=CC=C2CC1)N